4-((1-(6-cyclopropylimidazo[1,2-a]pyridin-2-yl)ethyl)amino)-2-nitrobenzenesulfonamide C1(CC1)C=1C=CC=2N(C1)C=C(N2)C(C)NC2=CC(=C(C=C2)S(=O)(=O)N)[N+](=O)[O-]